ClC1=CC=CC=2C(OC(NC21)=O)=O 8-chloro-2H-3,1-benzoxazine-2,4(1H)-dione